tert-butyl 2-(4-((9-cyclopentyl-7,7-difluoro-5-methyl-6-oxo-6,7,8,9-tetrahydro-5H-pyrimido[4,5-b][1,4]diazepin-2-yl)amino)-3-methoxybenzoyl)hydrazine-1-carboxylate C1(CCCC1)N1C2=C(N(C(C(C1)(F)F)=O)C)C=NC(=N2)NC2=C(C=C(C(=O)NNC(=O)OC(C)(C)C)C=C2)OC